C(C)OC(=O)[C@H]1O[C@@H]1C(=O)OC1=CC=C(C=C1)[N+](=O)[O-] (2S,3S)-3-(4-nitrophenoxycarbonyl)-oxirane-2-carboxylic acid ethyl ester